(2S)-2-{(tert-butoxycarbonyl)amino-3-[3-fluoro-5-(4,4,5,5-tetramethyl-1,3,2-dioxaborolan-2-yl)phenyl]propanoyl}-1,2-diazinane-3-carboxylate C(C)(C)(C)OC(=O)NC(CC(=O)N1NCCCC1C(=O)[O-])C1=CC(=CC(=C1)B1OC(C(O1)(C)C)(C)C)F